5-ethyl-2,3,4,5-tetrahydro-1H-pyrido[4,3-b]indole C(C)N1C2=C(C=3C=CC=CC13)CNCC2